4-(4-(3-((8-cyclopropyl-5,6-dihydro-8H-imidazo[2,1-c][1,4]oxazin-2-yl)sulfonyl)ureido)-6-methyl-2,3-dihydro-1H-inden-5-yl)-1H-pyrrolo[2,3-b]pyridine-1-carboxylic acid tert-butyl ester C(C)(C)(C)OC(=O)N1C=CC=2C1=NC=CC2C=2C(=C1CCCC1=CC2C)NC(=O)NS(=O)(=O)C=2N=C1C(OCCN1C2)C2CC2